C(C)(C)(C)OC(=O)N1CCN(CC1)CC1=CC=C(C=C1)C=1OC(N(N1)CC1=NC=C(C=C1)C=1OC(=NN1)C(F)F)=O 4-[[4-[4-[[5-[5-(difluoromethyl)-1,3,4-oxadiazol-2-yl]-2-pyridinyl]methyl]-5-oxo-1,3,4-oxadiazol-2-yl]phenyl]methyl]piperazine-1-carboxylic acid tert-butyl ester